C(CC#C)OCCCNC(OC(C)(C)C)=O Tert-Butyl N-(3-but-3-ynoxypropyl)carbamate